bis-(3-tert-butylphenyl)pentaerythritol C(C)(C)(C)C=1C=C(C=CC1)C(O)(C(CO)(CO)CO)C1=CC(=CC=C1)C(C)(C)C